(R)-2-((1-(2-cyano-7-methyl-3-(pyridin-3-yl)quinoxalin-5-yl)ethyl)amino)benzoic acid C(#N)C1=NC2=CC(=CC(=C2N=C1C=1C=NC=CC1)[C@@H](C)NC1=C(C(=O)O)C=CC=C1)C